N1(N=CN=C1)C=1C=C(CNC(=O)N2CCC3(NC4=C(C=C(C=C4C(C3)=O)F)F)CC2)C=CC1 N-(3-(1H-1,2,4-triazol-1-yl)benzyl)-6',8'-difluoro-4'-oxo-3',4'-dihydro-1'H-spiro[piperidine-4,2'-quinoline]-1-carboxamide